4-bromo-6-cyclopropyl-2-methyl-2,7-naphthyridin-1-one BrC1=CN(C(C2=CN=C(C=C12)C1CC1)=O)C